(2-furyl)-5-(4-phenylpiperazin-1-yl)pyrazolo[1,5-a]pyrimidine-3-carbonitrile O1C(=CC=C1)C1=NN2C(N=C(C=C2)N2CCN(CC2)C2=CC=CC=C2)=C1C#N